FC1=C(C=CC=C1C[C@@H]1N(C[C@@H]([C@@H]1NS(=O)(=O)C1CC1)F)C(=O)C1OCC1)C1=CC(=CC=C1)F N-[{2S,3R,4S}-2-[(2,3'-difluoro[1,1'-biphenyl]-3-yl)methyl]-4-fluoro-1-(oxetane-2-carbonyl)pyrrolidin-3-yl]-cyclopropanesulfonamide